(E)-3-(2-fluoro-4-nitrophenyl)acrylic acid ethyl ester C(C)OC(\C=C\C1=C(C=C(C=C1)[N+](=O)[O-])F)=O